2-(1-methyl-2-methylsulfanyl-ethyl)pyrazole-3-carboxylic acid CC(CSC)N1N=CC=C1C(=O)O